(2,4-dimethyl-3-pyridyl)oxyl-6-(3-fluoro-5-isobutoxy-phenyl)pyridine-3-carboxamide CC1=NC=CC(=C1OC1=NC(=CC=C1C(=O)N)C1=CC(=CC(=C1)OCC(C)C)F)C